CC(C)S 2-Propanthiol